[O-]S(=O)(=O)C(F)(F)F.OC1=CC=C(C2=CC(=CC=C12)O)[S+](C)C (4,7-dihydroxy-1-naphthyl)dimethyl-sulfonium triflate